5-(4-bromo-2-fluoro-phenoxy)-4-methyl-thiazole-2-carboxylic acid methyl ester COC(=O)C=1SC(=C(N1)C)OC1=C(C=C(C=C1)Br)F